FC1=C(C(=CC=C1NS(=O)(=O)C=1C=2CCC(C2C=C(C1)F)O)F)C1=CC=C2C(=NNC2=C1F)C(=O)NC 6-[2,6-Difluoro-3-(6-fluoro-1-hydroxy-2,3-dihydro-1H-indene-4-sulfonamido)phenyl]-7-fluoro-N-methyl-1H-indazole-3-carboxamide